ONC(=O)C1=CC2=C(OCC(N2CC2=CC=C(C=C2)C=2OC=CN2)=O)C=C1 N-hydroxy-4-(4-(oxazol-2-yl)benzyl)-3-oxo-3,4-dihydro-2H-benzo[b][1,4]oxazine-6-carboxamide